C1=NC=CC=2C(=CC=CC12)C(=O)N1C[C@H]2CC[C@@H](C1)C2NC2=CC=C(C=C2)CN2CCCCC2 (1R,5S,8R)-3-(isoquinoline-5-carbonyl)-N-{4-[(piperidin-1-yl)methyl]phenyl}-3-azabicyclo[3.2.1]octan-8-amine